[Au].[Pd].[Ni].[Pd] palladium nickel palladium gold